2-(3,4-difluorophenyl)-5-(2-nitrophenyl)Oxazole-4-carboxylic acid ethyl ester C(C)OC(=O)C=1N=C(OC1C1=C(C=CC=C1)[N+](=O)[O-])C1=CC(=C(C=C1)F)F